(1,3-dimethylimidazolidin-2-ylidene)(2-isopropoxybenzylidene)ruthenium (VI) chloride CN1C(N(CC1)C)=[Ru](=CC1=C(C=CC=C1)OC(C)C)(Cl)Cl